[1,3-bis(2,6-diisopropylphenyl)-2H-imidazol-2-yl]-chloro-palladium C(C)(C)C1=C(C(=CC=C1)C(C)C)N1C(N(C=C1)C1=C(C=CC=C1C(C)C)C(C)C)[Pd]Cl